C(#N)C1=CC(=C(COC2=CC=CC(=N2)C2CCN(CC2)CC2=NC3=C(N2C)C=C(C=C3OC([2H])([2H])[2H])C(=O)O)C=C1)F 2-((4-(6-((4-Cyano-2-fluorobenzyl)oxy)pyridin-2-yl)piperidin-1-yl)methyl)-4-(methoxy-d3)-1-methyl-1H-benzo[d]imidazole-6-carboxylic acid